ClC1=CC(=NC=C1)N1CCN(CC1)CCOC1=C(C#N)C=CC=C1 (2-(4-(4-chloropyridin-2-yl)piperazin-1-yl)ethoxy)benzonitrile